CC1CC2(C1)CCN(CC2)C(=O)OCC2=CC=CC=C2 Benzyl 2-methyl-7-azaspiro[3.5]nonane-7-carboxylate